{(7R)-4-fluoro-7-[5-(4-fluorobenzyl)-1H-[1,2,3]triazol-1-yl]-6,7,8,9-tetrahydropyrido[1,2-a]indol-10-yl}-acetic acid FC=1C=CC=C2C(=C3N(C12)C[C@@H](CC3)N3N=NC=C3CC3=CC=C(C=C3)F)CC(=O)O